phenylene bis(2-ethylbutanoate) acetate C(C)(=O)O.C(C)C(C(=O)OC1=C(C=CC=C1)OC(C(CC)CC)=O)CC